Ethyl 5-((4-(6-(4-cyano-2-fluorobenzyloxy) pyridin-2-yl) piperidin-1-yl) methyl)-4-(oxetan-2-ylmethyl)-4H-imidazo[4,5-d]thiazole-2-carboxylate C(#N)C1=CC(=C(COC2=CC=CC(=N2)C2CCN(CC2)CC2=NC3=C(N=C(S3)C(=O)OCC)N2CC2OCC2)C=C1)F